4-(2-(4-fluorophenyl)-5-(methylsulfonyl)-4,5,6,7-tetrahydropyrazolo[1,5-a]pyrazin-3-yl)pyridin-2-amine FC1=CC=C(C=C1)C1=NN2C(CN(CC2)S(=O)(=O)C)=C1C1=CC(=NC=C1)N